F[C@H]1[C@@H]([C@H]2CN[C@@]1(CC2)C)N(C2=NN=C(S2)C2=C(C=C(C=C2)C2=NC(N(C=N2)C)=O)O)C 4-(4-(5-(((1R,4R,5R,6S)-6-fluoro-1-methyl-2-azabicyclo[2.2.2]octan-5-yl)(methyl)amino)-1,3,4-thiadiazol-2-yl)-3-hydroxyphenyl)-1-methyl-1,3,5-triazin-2(1H)-one